ClC1=CC=C(C=C1)NC(N(C)C)=O p-chlorophenyl-N,N-dimethyl-urea